C(C)C1N(C2=CC=C(C=C2CC1)CC)S(=O)(=O)C=1C=CC(=C(C(=O)OC)C1)C=C methyl 5-((2,6-diethyl-3,4-dihydroquinolin-1(2H)-yl) sulfonyl)-2-vinylbenzoate